FC1([C@H](CC1)N1C=C(C(=CC1=O)NC1[C@@H]2CN(C[C@H]12)C)C(=O)N[C@H](C)C1=C(C(=CC=C1)C(F)F)F)F 1-((S)-2,2-difluorocyclobutyl)-N-((R)-1-(3-(difluoromethyl)-2-fluorophenyl)ethyl)-4-(((1R,5S,6s)-3-methyl-3-azabicyclo[3.1.0]hexan-6-yl)amino)-6-oxo-1,6-dihydropyridine-3-carboxamide